CNCCNS(=O)(=O)CC1=CC(=CC=C1)[N+](=O)[O-] N-(2-(methylamino)ethyl)-1-(3-nitrophenyl)methanesulfonamide